FC1=CC=C2C(=CC(N(C2=C1CCNC[C@H]1CN(C(O1)=O)C=1C=CC=2OCC(NC2N1)=O)C)=O)CO (S)-6-(5-(((2-(7-fluoro-4-(hydroxymethyl)-1-methyl-2-oxo-1,2-dihydroquinolin-8-yl)ethyl)amino)methyl)-2-oxooxazolidin-3-yl)-2H-pyrido[3,2-b][1,4]oxazin-3(4H)-one